2-(5-oxo-6H-indolo[1,2-a]quinazolin-7-yl)acetic acid O=C1NC=2N(C=3C=CC=CC13)C1=CC=CC=C1C2CC(=O)O